methyl ({2-methyl-5-[1-(4-methoxy-2-methylphenyl)-1H-pyrazol-3-yl] phenyl}methyl)carbamate CC1=C(C=C(C=C1)C1=NN(C=C1)C1=C(C=C(C=C1)OC)C)CNC(OC)=O